(E)-butane-1,3-diene-1-yl-benzene C(=C\C=C)/C1=CC=CC=C1